CSC1=NC=2N(C(N1)=O)N=C(C2C2=CC(=C(C(=C2)F)F)F)C2OCCCC2 2-(methylsulfanyl)-7-(oxan-2-yl)-8-(3,4,5-trifluorophenyl)-3H-pyrazolo[1,5-a][1,3,5]triazin-4-one